methyl 5-bromo-3-(2,2-dimethoxyethoxy)-2-methylbenzoate BrC=1C=C(C(=C(C(=O)OC)C1)C)OCC(OC)OC